COC1=CC=C(C=C1)C=CCCC=O 5-(4-methoxyphenyl)pent-4-enal